4-chloro-2',3',4',6,6'-pentafluoro-N-(methylsulfonyl)-[1,1'-biphenyl]-3-sulfonamide ClC1=C(C=C(C(=C1)F)C1=C(C(=C(C=C1F)F)F)F)S(=O)(=O)NS(=O)(=O)C